NC=1C2=C(N=CN1)N(C=C2)[C@@H]2O[C@@H]([C@H]([C@H]2O)O)CSCC=2C(=NOC2C2=CC=CC=C2)C (2R,3R,4S,5S)-2-(4-Amino-7H-pyrrolo[2,3-d]pyrimidin-7-yl)-5-((((3-methyl-5-phenylisoxazol-4-yl)methyl)thio)methyl)tetrahydrofuran-3,4-diol